FC=1C=NN(C(C1)=O)CC(=O)NC1=CC(=C(C=C1)C)S(NCCC1=NC=CC=C1)(=O)=O 2-(4-fluoro-6-oxo-pyridazin-1-yl)-N-[4-methyl-3-[2-(2-pyridyl)ethylsulfamoyl]phenyl]acetamide